O=C1NC(CCC1C1=CC(=C(C=C1)C1CCN(CC1)C(=O)OC(C)(C)C)O)=O tert-butyl 4-[4-(2,6-dioxo-3-piperidyl)-2-hydroxy-phenyl]piperidine-1-carboxylate